N-[5-(3-cyclopropyl-5-hydroxyphenyl)pyridin-2-yl]-2-methylpyrimidine-5-carboxamide C1(CC1)C=1C=C(C=C(C1)O)C=1C=CC(=NC1)NC(=O)C=1C=NC(=NC1)C